1-icosen C=CCCCCCCCCCCCCCCCCCC